2,2,2-trifluoro-N-((1R,2S)-2-((E)-1-phenylbut-1-en-2-yl)cyclopropyl)-N-(7-azaspiro[3.5]nonan-2-yl)acetamide hydrochloride Cl.FC(C(=O)N(C1CC2(C1)CCNCC2)[C@H]2[C@@H](C2)/C(=C/C2=CC=CC=C2)/CC)(F)F